ClC=1C=C(C(=O)OC)C=C(C1)CC1=NNC(C2=CC=C(C=C12)OC1CCC1)=O methyl 3-chloro-5-((7-cyclobutoxy-4-oxo-3,4-dihydrophthalazin-1-yl)methyl)benzoate